L-2-methyl-5-ethyl-pyridine tris(2,2,6,6-tetramethyl-4-Piperidyl)nitrilotriacetate CC1(NC(CC(C1)C(C(=O)O)N(C(C(=O)O)C1CC(NC(C1)(C)C)(C)C)C(C(=O)O)C1CC(NC(C1)(C)C)(C)C)(C)C)C.CC1=NC=C(C=C1)CC